C(C)P(C1=C(C=CC=C1)C1=C(C=CC=C1N(C)C)N(C)C)CC 2-diethylphosphino-2',6'-bis(dimethylamino)-1,1'-biphenyl